3,4-bis(difluoromethoxy)benzaldehyde FC(OC=1C=C(C=O)C=CC1OC(F)F)F